NCC1=CC(=C(C=C1)COC1=CC=C(C=C1)NC(=O)NCC=1C=C2CN(C(C2=CC1)=O)C1C(NC(CC1)=O)=O)C(C)C 1-(4-{[4-(Aminomethyl)-2-isopropylphenyl]methoxy}phenyl)-3-{[2-(2,6-dioxopiperidin-3-yl)-1-oxo-2,3-dihydro-1H-isoindol-5-yl]methyl}urea